7-(piperazin-1-yl)-5-((3-(trifluoromethyl)pyridin-2-yl)methyl)pyrido[2,3-b]pyrazin-6(5H)-one N1(CCNCC1)C1=CC=2C(=NC=CN2)N(C1=O)CC1=NC=CC=C1C(F)(F)F